5-chloro-2-(piperidin-1-yl)pyridin-3-amine ClC=1C=C(C(=NC1)N1CCCCC1)N